5-bromo-1-methyl-1H-imidazole-4-carboxylic acid ethyl ester C(C)OC(=O)C=1N=CN(C1Br)C